3-sulfanylidene-3H-1,2,4-dithiazol S=C1SSC=N1